N-(5-(2-((3R,5R)-3,5-dimethylmorpholino)acetamido)-2-methylpyridin-3-yl)-2-(1-methyl-1H-pyrazol-4-yl)pyrazolo[5,1-b]thiazole-7-carboxamide C[C@@H]1COC[C@H](N1CC(=O)NC=1C=C(C(=NC1)C)NC(=O)C=1C=NN2C1SC(=C2)C=2C=NN(C2)C)C